tert-butyl (1S,6R)-3,9-diazabicyclo[4.2.1]nonane-9-carboxylate [C@@H]12CNCC[C@@H](CC1)N2C(=O)OC(C)(C)C